ClC=1C=C(C=CC1)N1CCC(CC1)N1C2=C(N(C(C1=O)=O)C)C=C(C=N2)C 4-(1-(3-chlorophenyl)piperidin-4-yl)-1,7-dimethyl-1,4-dihydropyrido[2,3-b]pyrazine-2,3-dione